C(#N)C=1C=C(C=CC1)C(C(=O)N[C@H](C(=O)NC1=C(C=C(C=C1)[C@@H]([C@H](C(=O)N1CCS(CC1)(=O)=O)NC(CC)=O)C)F)C1CCCCC1)(F)F N-[(2R,3S)-3-{4-[(2S)-2-[2-(3-cyanophenyl)-2,2-difluoroacetamido]-2-cyclohexyl-acetamido]-3-fluorophenyl}-1-(1,1-dioxo-1λ6-thiomorpholin-4-yl)-1-oxobutan-2-yl]propanamide